(E)-N-(2-(2,4-Dihydroxy-5-methylbenzoyl)isoindolin-4-yl)-4-(dimethylamino)-N-(2-(pyridin-3-yl)ethyl)but-2-enamide OC1=C(C(=O)N2CC3=CC=CC(=C3C2)N(C(\C=C\CN(C)C)=O)CCC=2C=NC=CC2)C=C(C(=C1)O)C